C(CCCCC#C)C1OCCCO1 2-(6-heptyn-1-yl)-1,3-dioxane